NC1=CC(=C(C=C1)N1CCN(CC1)C(=O)OC(C)(C)C)C tert-butyl 4-(4-amino-2-methyl-phenyl)-piperazine-1-carboxylate